BrC=1C=C(C=CC1)C(CCCC(C(=O)OC)(C)C)O methyl 6-(3-bromophenyl)-6-hydroxy-2,2-dimethylhexanoate